C(C)[NH+](CC)CC N,N,N-triethyl-ammonium